C1(CC1)COC=1C=C(C=2N(C1)N=CC2C#N)C=2C=NC(=CC2)N(C)[C@@H](C)C=2C=NC(=CC2)N2N=CC(=C2)F (S)-6-(cyclopropylmethoxy)-4-(6-((1-(6-(4-fluoro-1H-pyrazol-1-yl)pyridin-3-yl)ethyl)(methyl)amino)pyridin-3-yl)pyrazolo[1,5-a]pyridine-3-carbonitrile